Ethylene glycidyl methacrylate vinyl-acetate C(=C)CC(=O)O.C(C(=C)C)(=O)OCC1CO1.C=C